1-ethynyl-cyclopentan-1-ol tert-butyl-(2S,6S)-4-{7-[6-(methoxymethoxy)-2,7-dimethylindazol-5-yl]-4-methyl-1,8-naphthyridin-3-yl}-2,6-dimethylpiperazine-1-carboxylate C(C)(C)(C)[C@@]1(N([C@H](CN(C1)C=1C=NC2=NC(=CC=C2C1C)C1=CC2=CN(N=C2C(=C1OCOC)C)C)C)C(=O)OC1(CCCC1)C#C)C